NCC=1OC2=C(C1)C=C(C=C2C(=O)OC)Cl methyl 2-(aminomethyl)-5-chlorobenzofuran-7-carboxylate